FC1C(COC1)(C)N1CCN(CC1)C=1C=C2C=C(N=CC2=CC1C)NC(=O)C1C(C1)C1=NC=CC=C1 N-[6-[4-(4-fluoro-3-methyl-tetrahydrofuran-3-yl)piperazin-1-yl]-7-methyl-3-isoquinolyl]-2-(2-pyridyl)cyclopropanecarboxamide